The molecule is a member of the class of benzamides that is benzamide substituted by an acetylamino group at position 2. It is an antibiotic isolated from Streptomyces aurantiogriseus and has been shown to exhibit antifungal activity. It has a role as a metabolite, an antimicrobial agent and an antifungal agent. It is a member of benzamides and a member of acetamides. CC(=O)NC1=CC=CC=C1C(=O)N